N,N-dicyclohexylurea C1(CCCCC1)N(C(=O)N)C1CCCCC1